ClC=1C=C(CC23CC(CC(CC2)N3C(=O)C3=NN(C(=C3)C3=CC(=NC=C3F)OC)C3OCCCC3)C(=O)N)C=CC1 (3-chlorobenzyl)-8-(5-(5-fluoro-2-methoxypyridin-4-yl)-1-(tetrahydro-2H-pyran-2-yl)-1H-pyrazole-3-carbonyl)-8-azabicyclo[3.2.1]octane-3-carboxamide